NC=1C=NC2=CC=CC=C2C1N[C@@H](C(C)(O)C)C (3R)-3-[(3-amino-4-quinolyl)amino]-2-methyl-butan-2-ol